4-(dimethylamino)-N-(2-methyl-5-(3-methyl-5-(6-methyl-2-(4-methyl-1H-imidazol-2-yl)-7-oxo-6,7-dihydro-1H-pyrrolo[2,3-c]pyridin-4-yl)phenoxy)phenyl)butanamide CN(CCCC(=O)NC1=C(C=CC(=C1)OC1=CC(=CC(=C1)C=1C2=C(C(N(C1)C)=O)NC(=C2)C=2NC=C(N2)C)C)C)C